N1(C(COCC1([2H])[2H])([2H])[2H])C1=CC=C(C=C1)NC1=NC=CC(=N1)C1=CC=C(C(=O)O)C=C1 4-(2-((4-(morpholinyl-3,3,5,5-d4)phenyl)amino)pyrimidin-4-yl)benzoic acid